C(C)C1=C(C=CC=C1)[C@H]1N(CCC1)C1CC2(C1)CCN(CC2)C(=O)OC(C)(C)C tert-butyl (S)-2-(2-(2-ethylphenyl) pyrrolidin-1-yl)-7-azaspiro[3.5]nonane-7-carboxylate